4-chloro-5-(4,4-difluoropiperidin-1-yl)pyridin-2-amine tert-Butyl-[4-chloro-5-(4,4-difluoropiperidin-1-yl)pyridin-2-yl]carbamate C(C)(C)(C)N(C(O)=O)C1=NC=C(C(=C1)Cl)N1CCC(CC1)(F)F.ClC1=CC(=NC=C1N1CCC(CC1)(F)F)N